methyl 2-[[4-[3-[(4-cyano-2-fluoro-phenyl)methoxy]pyridazin-4-yl]-2,6-difluoro-phenyl]methyl]-3-(2-methoxyethyl)benzimidazole-5-carboxylate C(#N)C1=CC(=C(C=C1)COC=1N=NC=CC1C1=CC(=C(C(=C1)F)CC=1N(C2=C(N1)C=CC(=C2)C(=O)OC)CCOC)F)F